[2-(chloromethylsilyl)ethyl]methylsilane ClC[SiH2]CC[SiH2]C